N-(4-hydroxypyrrolidin-3-yl)carbamic acid trans-tert-butyl ester C(C)(C)(C)OC(NC1CNCC1O)=O